FC=1C(=NC=C(C(=O)O)C1)C(F)(F)F 5-fluoro-6-(trifluoromethyl)nicotinic acid